8-cyclohexyl-3,4-dimethylpyrimidino[4',5':4,5]Thieno[2,3-c]Pyridazine C1(CCCCC1)C1=NC=NC2=C1SC=1N=NC(=C(C12)C)C